C(C)(C)(C)O[C@@H]([C@@H](C(NC1=NC=CC(=C1)CN1C(N[C@@H](C1)C(F)(F)F)=O)=O)NC(=O)C1=NON=C1C1CC1)C N-((2S,3R)-3-(Tert-butoxy)-1-oxo-1-((4-(((S)-2-oxo-4-(trifluoromethyl)imidazolidin-1-yl)methyl)pyridin-2-yl)amino)butan-2-yl)-4-cyclopropyl-1,2,5-oxadiazole-3-carboxamide